rac-N-((1R,2R,3R,4S)-3-isopropylbicyclo[2.2.1]heptan-2-yl)-2-nitrobenzenesulfonamide C(C)(C)[C@H]1[C@@H]([C@@H]2CC[C@H]1C2)NS(=O)(=O)C2=C(C=CC=C2)[N+](=O)[O-] |r|